C(#N)C1=CC(=C(C=C1)C1C(=C(NC=2C(=CN3C(C12)=CC=N3)C)C)C#N)OC 10-(4-cyano-2-methoxyphenyl)-6,8-dimethyl-7H,10H-pyrazolo[3,2-f]1,6-naphthyridine-9-carbonitrile